(((2R,3R,4R,5R)-4-((tert-butyldimethylsilyl)oxy)-2-(((tert-butyldimethylsilyl)oxy)methyl)-5-(2,4-dioxo-3,4-dihydropyrimidin-1(2H)-yl)tetrahydrofuran-3-yl)oxy)propanenitrile [Si](C)(C)(C(C)(C)C)O[C@@H]1[C@@H]([C@H](O[C@H]1N1C(NC(C=C1)=O)=O)CO[Si](C)(C)C(C)(C)C)OC(C#N)C